C(#N)C1(CC1)C1=CC=C(C=C1)C1=NC2=CC=C(C=C2C=C1C(=O)NC1CCC(CC1)O)F (4-(1-CYANOCYCLOPROPYL)PHENYL)-6-FLUORO-N-((1R,4R)-4-HYDROXYCYCLOHEXYL)QUINOLINE-3-CARBOXAMIDE